6-chloro-(2-fluorophenyl)-((2-(4-(trifluoromethoxy)phenyl)thiazol-5-yl)methyl)pyrazine-2-carboxamide ClC1=C(N=C(C(=N1)C(=O)N)CC1=CN=C(S1)C1=CC=C(C=C1)OC(F)(F)F)C1=C(C=CC=C1)F